carbonyl-coumarin (±)-Tert-butyl-(1-(6-(2-chloro-5-methylpyrimidin-4-yl)-8-fluoroquinolin-4-yl)ethyl)carbamate C(C)(C)(C)N(C(O)=O)[C@H](C)C1=CC=NC2=C(C=C(C=C12)C1=NC(=NC=C1C)Cl)F.C(=O)=C1C(OC2=CC=CC=C2C1)=O |r|